7-(cyclohexylamino)-1-(cyclopent-3-en-1-yl)-6-fluoro-4-oxo-1,4-dihydro-quinoline-3-carboxylic acid C1(CCCCC1)NC1=C(C=C2C(C(=CN(C2=C1)C1CC=CC1)C(=O)O)=O)F